hydroxyethylidenediphosphonic acid, fluoride OCC(P(=O)(F)F)P(=O)(F)F